(R)-6-((1-(octadecyloxy)-3-((triisopropylsilyl)oxy)propan-2-yl)oxy)pyridazine-3-carbonitrile C(CCCCCCCCCCCCCCCCC)OC[C@H](CO[Si](C(C)C)(C(C)C)C(C)C)OC1=CC=C(N=N1)C#N